2-isopropyl-4-((4-methoxybenzyl)thio)pyridin-3-amine C(C)(C)C1=NC=CC(=C1N)SCC1=CC=C(C=C1)OC